C1(=CC=CC=C1)C1C=C2C=3N(C4=C5C(C=CC4=C2C=C1)=NC=1C=CC=CC15)C1=C(N3)C=CC(=C1)O 7-phenyl-7H-benzo[4,5]imidazo[1,2-f]indolo[2,3-c]phenanthridin-2-ol